4-(3-Bromopropoxy)propionyl-benzene BrCCCOCCC(=O)C1=CC=CC=C1